C1(CC1)C#CC1=NN=C(S1)NC(C1=C(C=C(C=C1)N1C(C=2N(CC1)N=CC2)=O)C2=CC(=NC=C2OC)C(F)F)=O N-(5-(cyclopropylethynyl)-1,3,4-thiadiazol-2-yl)-2-(2-(difluoromethyl)-5-methoxypyridin-4-yl)-4-(4-oxo-6,7-dihydropyrazolo[1,5-a]pyrazin-5(4H)-yl)benzamide